Acetyl-undecane C(C)(=O)CCCCCCCCCCC